P(OCC)(OCC)(=O)C#N Diethyl Phosphorocyanidate